BrC1=CC2=C(N(C=N2)C2=CC=C(C(=N2)N2N=C(C=C2C)OC(F)F)C#N)C=C1OC1COC1 6-[5-bromo-6-(oxetan-3-yloxy)benzimidazol-1-yl]-2-[3-(difluoromethoxy)-5-methyl-pyrazol-1-yl]pyridine-3-carbonitrile